N2-(2-methoxy-4-morpholinophenyl)-N4-(6-methoxypyridin-3-yl)-5-(trifluoromethyl)pyrimidine-2,4-diamine COC1=C(C=CC(=C1)N1CCOCC1)NC1=NC=C(C(=N1)NC=1C=NC(=CC1)OC)C(F)(F)F